ClC1=C(C=C(C=C1)CC(=O)OC)NC(C1=C(C=C(C=C1C)O)C)=O methyl {4-chloro-3-[(4-hydroxy-2,6-dimethylbenzoyl)amino]phenyl}acetate